5-(3-{bis[(2S,3R,4R,5R)-2,3,4,5,6-pentahydroxyhexyl]amino}propoxy)-1,3-diethyl-1H-1,3-benzodiazol-3-ium O[C@@H](CN(CCCOC1=CC2=C(N(C=[N+]2CC)CC)C=C1)C[C@@H]([C@H]([C@@H]([C@@H](CO)O)O)O)O)[C@H]([C@@H]([C@@H](CO)O)O)O